(S)-(4-((4-(3-((2-(1-hydroxyethyl)-1H-imidazol-1-yl)methyl)isoxazol-5-yl)phenyl)ethynyl)phenyl)(4-methylpiperazin-1-yl)methanone O[C@@H](C)C=1N(C=CN1)CC1=NOC(=C1)C1=CC=C(C=C1)C#CC1=CC=C(C=C1)C(=O)N1CCN(CC1)C